ClC1=CC=C(C=C1)[C@@]1(N(C(C2=CC(=CC(=C12)F)C(C)(C)O)=O)CC1=NC=C(C=C1)Cl)OC[C@@H](C(=O)N)C (2S)-3-{[(1R)-1-(4-Chlorophenyl)-2-[(5-chloropyridin-2-yl)methyl]-7-fluoro-5-(2-hydroxypropan-2-yl)-3-oxo-2,3-dihydro-1H-isoindol-1-yl]oxy}-2-methylpropanamid